C1(CCC=2CC(C=CC12)=O)=O 1,5-indanedione